2-[[6-[2-[cyclopropyl(ethyl)amino]-2-oxo-ethyl]-2-pyridyl]amino]-N-(3-hydroxy-2,6-dimethyl-phenyl)thiazole-5-carboxamide C1(CC1)N(C(CC1=CC=CC(=N1)NC=1SC(=CN1)C(=O)NC1=C(C(=CC=C1C)O)C)=O)CC